C(=O)C1CC(CCC1)C(=O)O.C(C1=CC=CC=C1)C1CCN(CC1)C(=O)NC1=NC=C(C=C1)O[Si](C)(C)C(C)(C)C 4-benzyl-N-[5-[(tert-butyldimethylsilyl)oxy]pyridin-2-yl]piperidine-1-carboxamide 3-formylcyclohexane-1-carboxylate